C(C)(C)(C)OC(=O)N1CC(=CC1)C=1N(N=C2C=C(C=CC12)C1=C(C=CC=C1OC)F)C 3-(6-(2-fluoro-6-methoxyphenyl)-2-methyl-2H-indazol-3-yl)-2,5-dihydro-1H-pyrrole-1-carboxylic acid tert-butyl ester